The molecule is a polyunsaturated fatty aldehyde that is heptadecenal having three double bonds located at postions 8, 11 and 14 (the 8Z,11Z,14Z-geoisomer). It has a role as a metabolite. CC/C=C\\C/C=C\\C/C=C\\CCCCCCC=O